1-(2-(2-(2,6-Dimethylpyridin-4-yl)-3-isopropyl-1H-indol-5-yl)morpholino)-2-methylpropan-2-ol CC1=NC(=CC(=C1)C=1NC2=CC=C(C=C2C1C(C)C)C1OCCN(C1)CC(C)(O)C)C